FC1=CC(=NC=C1OC)C#CC1=C2C=C(N=CC2=C(N=C1)NC)C1(CC1)C(=O)N (5-((4-fluoro-5-methoxypyridin-2-yl)ethynyl)-8-(methylamino)-2,7-naphthyridin-3-yl)cyclopropanecarboxamide